The molecule is dication of N(1),N(12)-diacetylspermine. It has a role as a human metabolite. It is a conjugate acid of a N(1),N(12)-diacetylspermine. CC(=O)NCCC[NH2+]CCCC[NH2+]CCCNC(=O)C